2-fluoro-4-phenoxy-aniline FC1=C(N)C=CC(=C1)OC1=CC=CC=C1